2-chloro-3-(2-((3,3-difluoro-1-(hydroxymethyl)cyclobutyl)amino)-2-oxoacetyl)-N-(4-fluoro-3-methylphenyl)-5,6,7,8-tetrahydroindolizine-1-carboxamide ClC=1C(=C2CCCCN2C1C(C(=O)NC1(CC(C1)(F)F)CO)=O)C(=O)NC1=CC(=C(C=C1)F)C